N-Boc-pipecolic acid CC(C)(C)OC(=O)N1CCCCC1C(=O)O